8-[N-(6-carboxy-6-fluorohexyl)-4-(dimethylamino)butyrylamino]octadecanoic acid C(=O)(O)C(CCCCCN(C(CCCCCCC(=O)O)CCCCCCCCCC)C(CCCN(C)C)=O)F